N5-(tert-butyl)-N7-isobutyl-2-(1-(tetrahydro-2H-pyran-2-yl)-1H-pyrazol-5-yl)thieno[3,2-b]pyridin-5,7-diamine C(C)(C)(C)NC1=CC(=C2C(=N1)C=C(S2)C2=CC=NN2C2OCCCC2)NCC(C)C